NC1=NC=C(C=C1NCC1(CC(C1)O)C(=O)O)Br (((2-amino-5-bromopyridin-3-yl)amino)methyl)-3-hydroxycyclobutanecarboxylic acid